1-[(2'S,6'S,7S)-2-chloro-2'-methyl-6'-(1-methyltriazol-4-yl)spiro[4,5-dihydrothieno[2,3-c]pyran-7,4'-piperidine]-1'-yl]-2,2,2-trifluoro-ethanone ClC1=CC2=C(S1)[C@@]1(C[C@@H](N([C@@H](C1)C=1N=NN(C1)C)C(C(F)(F)F)=O)C)OCC2